C1(=CC=CC=C1)N1N=CC(=C1)C(=O)N1CC2=C(NC=3C=CC=CC23)CC1 (1-Phenyl-1H-pyrazol-4-yl)(1,3,4,5-tetrahydro-pyrido[4,3-b]indol-2-yl)-methanone